C1(CC1)CC=1OC(=CN1)C=1C=CC(=NC1C1=CC=C2C=CC=NC2=C1)C#N 5-(2-(cyclopropylmethyl)oxazol-5-yl)-6-(quinolin-7-yl)picolinonitrile